(3R)-3-amino-5-[(4-chlorophenyl)methyl]-1,1-dioxo-7-[5-(1,1,2,2,2-pentafluoroethyl)-1,3,4-oxadiazol-2-yl]-2,3-dihydro-1λ6,5-benzothiazepin-4-one N[C@H]1CS(C2=C(N(C1=O)CC1=CC=C(C=C1)Cl)C=C(C=C2)C=2OC(=NN2)C(C(F)(F)F)(F)F)(=O)=O